5-(benzyloxy)-N-(2-(2,6-dioxopiperidin-3-yl)-1-oxoisoindolin-5-yl)picolinamide C(C1=CC=CC=C1)OC=1C=CC(=NC1)C(=O)NC=1C=C2CN(C(C2=CC1)=O)C1C(NC(CC1)=O)=O